2-Amino-6-(cyclopropylmethyl)-6-(2-(isoxazol-5-yl)ethyl)-7-oxo-4,5,6,7-tetrahydrobenzo[b]thiophene-3-carboxamide NC1=C(C2=C(S1)C(C(CC2)(CCC2=CC=NO2)CC2CC2)=O)C(=O)N